N-((5-iodo-2-methoxypyridin-3-yl)methyl)-1-((6-methylpyridin-2-yl)methyl)-2-phenylpiperidin-3-amine IC=1C=C(C(=NC1)OC)CNC1C(N(CCC1)CC1=NC(=CC=C1)C)C1=CC=CC=C1